trans-4-((2-(1-(benzenesulfonyl)indolin-5-yl)cyclopropylamino)methyl)cyclohexylamine C1(=CC=CC=C1)S(=O)(=O)N1CCC2=CC(=CC=C12)C1C(C1)NC[C@@H]1CC[C@H](CC1)N